NCCCOCCCCOCCCNCCC[Si](OC)(OC)OC N-3-(4-(3-aminopropyloxy)butoxy)propyl-3-aminopropyltrimethoxysilane